CC(C(=O)OCC=1C=NC(=C(C1COC(C(CC#C)(C)C)=O)OC(CCC\C=C/C[C@@H]1[C@H]([C@@H](C[C@@H]1O)O)CC[C@H](CCC1=CC=CC=C1)O)=O)C)(CC#C)C (5-(((Z)-7-((1R,2R,3R,5S)-3,5-Dihydroxy-2-((R)-3-hydroxy-5-phenylpentyl)cyclopentyl)hept-5-enoyl)oxy)-6-methylpyridine-3,4-diyl)bis(methylene) bis(2,2-dimethylpent-4-ynoate)